2-((5-methylthiophen-2-yl)(benzenesulfonyl)methyl)phenol CC1=CC=C(S1)C(C1=C(C=CC=C1)O)S(=O)(=O)C1=CC=CC=C1